[Ru](Cl)(Cl)Cl.C1(=C(C=CC=C1)PC1=C(C=CC=C1)C)C ditolylphosphine ruthenium chloride